8-cyclohexyl-7-methyl-2-(prop-2-yn-1-ylsulfanyl)-3H-pyrazolo[1,5-a][1,3,5]triazin-4-one C1(CCCCC1)C=1C(=NN2C1N=C(NC2=O)SCC#C)C